C12(CC(C1)C2)C(=O)N bicyclo[1.1.1]-pentane-1-carboxamide